1,4-diaminoisopropyl-benzene NC(C)(C)C1=CC=C(C=C1)N